ClC=1C(=C2N=C(N=C3C2=C([C@@H](C[C@H]2[C@@H]4CC[C@H](CN32)N4C(=O)OC(C)(C)C)C)N1)S(=O)(=O)CC)F tert-butyl (4R,5aS,6S,9R)-2-chloro-12-(ethylsulfonyl)-1-fluoro-4-methyl-4,5,5a,6,7,8,9,10-octahydro-3,10a,11,13,14-pentaaza-6,9-methanonaphtho[1,8-ab]heptalene-14-carboxylate